C1(=CC=CC=C1)CC(=O)NC=1C=C(C=C(C1)C(F)(F)F)NC(=O)[N-]C1=C[N+](=NO1)CC1CCNCC1 ((3-(2-Phenylacetamido)-5-(trifluoromethyl)-phenyl)carbamoyl)(3-(piperidin-4-ylmethyl)-1,2,3-oxadiazol-3-ium-5-yl)amide